1-((7-((2,4-difluorobenzyl)oxy)-5-fluorobenzo[d]thiazol-2-yl)methyl)-3-nitropyridin-2(1H)-one FC1=C(COC2=CC(=CC=3N=C(SC32)CN3C(C(=CC=C3)[N+](=O)[O-])=O)F)C=CC(=C1)F